methyl 6-(4-(3-(4-chloro-3-fluorophenyl)-1-(1-ethoxy-2-methylpropan-2-yl)-1H-pyrrolo[2,3-b]pyridine-6-carbonyl)-3,3-dimethylpiperazin-1-yl)-2,4-dimethylnicotinate ClC1=C(C=C(C=C1)C1=CN(C2=NC(=CC=C21)C(=O)N2C(CN(CC2)C2=NC(=C(C(=O)OC)C(=C2)C)C)(C)C)C(COCC)(C)C)F